Cl.CC1(OC2=C(O1)C=CC(=C2C)C(=O)NCC=2C(NC(=CC2SC)C)=O)C2=CC=NC=C2 2,4-dimethyl-N-((6-methyl-4-(methylthio)-2-Oxo-1,2-dihydropyridin-3-yl)methyl)-2-(pyridin-4-yl)benzo[d][1,3]dioxole-5-carboxamide hydrochloride